C(C1=CC=CC=C1)NC(=O)NS(=O)(=O)C=1SC(=CC1C1=CC=C(C=C1)CN1C(=NC(=C1)C)C)CC(C)C 1-benzyl-3-(3-{p-[(2,4-dimethyl-1H-imidazol-1-yl)methyl]phenyl}-5-isobutyl-2-thienylsulfonyl)urea